C(C)(C)C=1C=CC(=C(C1)C=1C2=C(N(N1)C)CN(C2)C#N)OC (5-isopropyl-2-methoxyphenyl)-1-methyl-4,6-dihydropyrrolo[3,4-c]pyrazole-5(1H)-carbonitrile